1-methoxypropyl-acetate COC(CC)OC(C)=O